3-bromo-4,5-dichlorothiophene-2-carboxylic acid methyl ester COC(=O)C=1SC(=C(C1Br)Cl)Cl